N-(3-(5-methoxy-2-(4-(2-methoxyethylamino)anilino)pyrimidin-4-yloxy)phenyl)acrylamide COC=1C(=NC(=NC1)NC1=CC=C(C=C1)NCCOC)OC=1C=C(C=CC1)NC(C=C)=O